2-(aminomethyl)-4-(1-((S)-1-((2,2-difluoro-[1,3]dioxolo[4',5':4,5]benzo[1,2-d]thiazol-6-yl)amino)-1-oxopropan-2-yl)-4,4-difluoropiperidin-3-yl)pyridine 1-oxide NCC1=[N+](C=CC(=C1)C1CN(CCC1(F)F)[C@H](C(=O)NC=1SC2=C(N1)C=C1C(=C2)OC(O1)(F)F)C)[O-]